1-(6-(4-((2,2,2-trifluoroethyl)amino)-1H-pyrazolo[4,3-c]pyridin-3-yl)pyrimidin-4-yl)cyclobutane-1-carbonitrile FC(CNC1=NC=CC2=C1C(=NN2)C2=CC(=NC=N2)C2(CCC2)C#N)(F)F